4,4-Difluorocyclohexanecarboxylic acid FC1(CCC(CC1)C(=O)O)F